(2S,3S)-N-(14-Amino-3,6,9,12-tetraoxatetradecyl)-1-methyl-5-oxo-2-(pyridin-3-yl)pyrrolidine-3-carboxamide NCCOCCOCCOCCOCCNC(=O)[C@@H]1[C@H](N(C(C1)=O)C)C=1C=NC=CC1